Natrium 1-allyloxy-2-hydroxypropansulfonat C(C=C)OC(C(C)O)S(=O)(=O)[O-].[Na+]